tert-Butyl 2-(4-amino-3-fluorobenzyl)-5-oxopyrrolidine-1-carboxylate NC1=C(C=C(CC2N(C(CC2)=O)C(=O)OC(C)(C)C)C=C1)F